ClC(CC)C=1C(=NC=CC1)CC 3-(1-chloropropyl)-2-ethylpyridine